COC1=CC=C(C=C1)CN1CC2=CC=C(C=C2C1=O)C(C(=O)OC(C)(C)C)(C)C tert-Butyl 2-{2-[(4-methoxyphenyl)methyl]-3-oxo-1H-isoindol-5-yl}-2-methylpropanoate